NC=1C(=NC=C(N1)N1CCC(CC1)(C)N)SC=1C(=C(C=CC1)NCC1=C(C=CC=C1)N1C(NC(CC1)=O)=O)Cl 1-(2-(((3-((3-amino-5-(4-amino-4-methylpiperidin-1-yl)pyrazin-2-yl)thio)-2-chlorophenyl)amino)methyl)phenyl)dihydropyrimidine-2,4(1H,3H)-dione